BrC1=CC=C2C(=N1)C(CN2C2=NC(=NC=C2C(=O)OC(C)C)NC2=C(C=C(C(=C2)[N+](=O)[O-])N2CCN(CC2)C2CC2)OC)(C)C isopropyl 4-(5-bromo-3,3-dimethyl-2,3-dihydro-1H-pyrrolo[3,2-b]pyridin-1-yl)-2-((4-(4-cyclopropylpiperazin-1-yl)-2-methoxy-5-nitrophenyl)amino)pyrimidine-5-carboxylate